((6-(2,2'-dichloro-3'-(1,5-dimethyl-4,5,6,7-tetrahydro-1H-imidazo[4,5-c]pyridine-2-carboxamido)-[1,1'-biphenyl]-3-yl)-2-methoxypyridin-3-yl)methyl)piperazine-1-carboxylate ClC1=C(C=CC=C1C1=CC=C(C(=N1)OC)COC(=O)N1CCNCC1)C1=C(C(=CC=C1)NC(=O)C=1N(C2=C(CN(CC2)C)N1)C)Cl